tert-butyl (8-(isopropylamino)-2-(methylsulfinyl)pyrido[3,4-d]pyrimidin-6-yl)(methyl)carbamate C(C)(C)NC1=NC(=CC2=C1N=C(N=C2)S(=O)C)N(C(OC(C)(C)C)=O)C